5-bromo-2-(1-(fluoromethyl)-2-oxabicyclo[2.1.1]hex-4-yl)-6-isopropoxy-2H-pyrazolo[3,4-b]pyridine BrC1=CC=2C(N=C1OC(C)C)=NN(C2)C21COC(C2)(C1)CF